methylacryloxydimethoxysilane C[Si](OC)(OC)OC(C=C)=O